C(C)(C)(C)OC(=O)N1[C@@H](C[C@H](C1)N(C)C)CO (2S,4R)-4-(dimethylamino)-2-(hydroxymethyl)pyrrolidine-1-carboxylic acid tert-butyl ester